C(C)(C)OC1=NC=2N(C=C1C(=O)NC=1C=NN3C1N=CC=C3)C=C(N2)[C@]23CO[C@](CC2)(C3)C 7-isopropoxy-2-((1R,4S)-1-methyl-2-oxabicyclo[2.2.1]hept-4-yl)-N-(pyrazolo[1,5-a]pyrimidin-3-yl)imidazo[1,2-a]pyrimidine-6-carboxamide